4-[(5-chloro-1,3-benzothiazol-2-yl)methyl]morpholine ClC=1C=CC2=C(N=C(S2)CN2CCOCC2)C1